7,7-dimethyl-N-(3-sulfamoylphenyl)-6,7-dihydro-5H-cyclopenta[b]Pyridine-3-carboxamide CC1(CCC=2C1=NC=C(C2)C(=O)NC2=CC(=CC=C2)S(N)(=O)=O)C